1-methyl-1H-indazole-4-boronic acid pinacol ester CN1N=CC=2C(=CC=CC12)B1OC(C)(C)C(C)(C)O1